(S)-1-(5-(3,5-dimethylpyridazin-4-yl)-1H-pyrrole-2-carbonyl)-N-(4-fluoro-3-methylphenyl)pyrrolidine-3-carboxamide CC=1N=NC=C(C1C1=CC=C(N1)C(=O)N1C[C@H](CC1)C(=O)NC1=CC(=C(C=C1)F)C)C